ClC=1C=C(C=NC1N1N=CC=N1)NC(=O)[C@@H]1C[C@@](C2=C1C=NC=1N2N=C(C1)F)(C1=NN(C=C1)C)C (cis)-N-(5-chloro-6-(2H-1,2,3-triazol-2-yl)pyridin-3-yl)-2-fluoro-8-methyl-8-(1-methyl-1H-pyrazol-3-yl)-7,8-dihydro-6H-cyclopenta[e]pyrazolo[1,5-a]pyrimidine-6-carboxamide